4-(4-(tert-butoxy)-3,3-dimethyl-4-oxobutyl)-3-fluorohexahydropyrrolo[3,2-b]pyrrole-1(2H)-carboxylate C(C)(C)(C)OC(C(CCN1CCC2N(CC(C21)F)C(=O)[O-])(C)C)=O